CC1=NC=CC(=C1)C1=C(N=NN1C1=CC=C(C=C1)C)C(=O)N (2-methylpyridin-4-yl)-1-(p-tolyl)-1H-1,2,3-triazole-4-carboxamide